OCCOCCOCCOCC(=O)OC Methyl 2-(2-(2-(2-hydroxyethoxy)ethoxy)ethoxy)acetate